ClC=1C=C(C=C(C1)C(F)(F)F)NC(C1=C(C(=CC=C1)C#C)C)=O N-(3-chloro-5-(trifluoromethyl)phenyl)-3-ethynyl-2-methylbenzamide